ClC=1C=C(C=C(C1)F)N1N=C(C=C(C1=O)C(=O)N[C@H](CO)C)C=1C=NC(=CC1)C(F)(F)F 2-(3-Chloro-5-fluorophenyl)-N-[(2S)-1-hydroxypropan-2-yl]-3-oxo-6-[6-(trifluoromethyl)pyridin-3-yl]-2,3-dihydropyridazin-4-carboxamid